NC1=NC(=C(C(=C1C#N)C1=CC=C(C=C1)OCCO)C#N)SCC1=CC=C(C=C1)OC 2-amino-4-[4-(2-hydroxyethoxy)phenyl]-6-[(4-methoxy-phenyl)methylsulfanyl]pyridine-3,5-dicarbonitrile